tert-butyl 4-(7-bromo-6,8-difluoro-2-(((2R,7aS)-2-fluorotetrahydro-1H-pyrrolizin-7a(5H)-yl)methoxy)quinazolin-4-yl)piperazine-1-carboxylate BrC1=C(C=C2C(=NC(=NC2=C1F)OC[C@]12CCCN2C[C@@H](C1)F)N1CCN(CC1)C(=O)OC(C)(C)C)F